N/C(/NCCC[C@@H](NC(C(C1=CC=CC=C1)C1=CC=C(C=C1)NCCCNC(C1=CC=C(C(=O)NCCCCN)C=C1)=O)=O)C(NCC1=CC=C(C=C1)O)=O)=N/C(NCCNC(CC)=O)=O N1-(3-((4-((4R,Z)-9-amino-4-((4-hydroxybenzyl)carbamoyl)-2,11,16-trioxo-1-phenyl-3,8,10,12,15-pentaazaoctadec-9-en-1-yl)phenyl)amino)propyl)-N4-(4-aminobutyl)terephthalamide